butoxycarbonylcarbamate C(CCC)OC(=O)NC([O-])=O